(1r,4r)-4-[(tert-butyldiphenylsilyl)oxy]-N-methylcyclohexan-1-amine [Si](C1=CC=CC=C1)(C1=CC=CC=C1)(C(C)(C)C)OC1CCC(CC1)NC